rac-5-(aminomethyl)-5-(pyridin-3-yl)imidazolidine-2,4-dione NC[C@@]1(C(NC(N1)=O)=O)C=1C=NC=CC1 |r|